tert-butyl 5-((2-(((tert-butoxycarbonyl)amino)methyl)thiazol-5-yl)thio)-[1,1'-biphenyl]-3-carboxylate C(C)(C)(C)OC(=O)NCC=1SC(=CN1)SC=1C=C(C=C(C1)C1=CC=CC=C1)C(=O)OC(C)(C)C